P(O)(=O)(OP(=O)(O)OP(=O)(O)O)OC[C@@H]1[C@H]([C@H]([C@@H](O1)N1C(=O)N=C(NC(CC)=O)C=C1)O)O N4-Propionylcytidine triphosphate